2-((6-cyanobenzo[d]thiazol-2-yl)amino)-4-(1-cyclopropylcarbonylpiperidin-4-yl)pyridine C(#N)C1=CC2=C(N=C(S2)NC2=NC=CC(=C2)C2CCN(CC2)C(=O)C2CC2)C=C1